C(C#C)OS(=O)(=O)CCCCOS(=O)(=O)C(F)(F)F 4-(trifluoromethylsulfonyloxy)butanesulfonic acid 2-propynyl ester